bromine (3-tert-butoxy-3-oxo-propyl)zinc C(C)(C)(C)OC(CC[Zn])=O.[Br]